ClC=1C=C(C=CC1)C(C)(C)NC(CC1N(CCCC1)C)=O N-(2-(3-chlorophenyl)propan-2-yl)-2-(1-methyl-piperidin-2-yl)acetamide